ClC=1C=C(CNC=2C=C(CSN3C=NC(=C(C3=O)C#N)C3=CC(=C(C=C3)OC)C=3SC=CC3)C=CC2)C=CC1Cl 3-(3,4-dichloro-benzylamino)-benzylsulfanyl-4-(4-methoxy-3-thiophen-2-yl-phenyl)-6-oxo-1,6-dihydro-pyrimidine-5-carbonitrile